CN(C)CC=1N=CN(C1)C1=CC=C(C(=N1)OC)NC(=O)C=1C(=NOC1C)C1=CC=CC=C1 N-[6-[4-[(Dimethylamino)methyl]imidazol-1-yl]-2-methoxy-3-pyridyl]-5-methyl-3-phenyl-isoxazole-4-carboxamide